Cl.C(OCCNC(CN)=O)(OC1=CC=C(C=C1)C=CC1=CC(=CC(=C1)OC)OC)=O (E)-2-(2-aminoacetamido)ethyl (4-(3,5-dimethoxystyryl)phenyl) carbonate Hydrochloride